6-[4-(2-morpholinoethoxy)-2-nitro-anilino]-2-[3-(trifluoromethyl)pyrazol-1-yl]-3-pyridyl-ethanone O1CCN(CC1)CCOC1=CC(=C(NC2=CC=C(C(=N2)N2N=C(C=C2)C(F)(F)F)C(C)=O)C=C1)[N+](=O)[O-]